((((2R,3S,4R,5R)-5-(4-((3-chlorobenzyl)amino)-6-isobutoxy-1H-pyrazolo[3,4-d]pyrimidin-1-yl)-3,4-dihydroxytetrahydrofuran-2-yl)methoxy)methyl)phosphonic acid ClC=1C=C(CNC2=C3C(=NC(=N2)OCC(C)C)N(N=C3)[C@H]3[C@@H]([C@@H]([C@H](O3)COCP(O)(O)=O)O)O)C=CC1